butenyl-3-propylimidazole C(=CCC)C1=NC=CN1CCC